benzyl 5-[(3S,4R,5S)-3-acetamido-4,5-diacetoxy-1-piperidinyl]-5-oxo-pentanoate C(C)(=O)N[C@H]1CN(C[C@@H]([C@@H]1OC(C)=O)OC(C)=O)C(CCCC(=O)OCC1=CC=CC=C1)=O